C(C)(C)(C)OOC(C)(C)C tertiary-butyl peroxide